(7-fluoro-2,3-dihydro-1H-pyrrolo[2,1-a]isoindol-9b(5H)-yl)methanol FC=1C=C2CN3C(C2=CC1)(CCC3)CO